(1H-indol-4-yl)-6-(1-methyl-1H-pyrazol-5-yl)-4(3H)-quinazolinone N1C=CC2=C(C=CC=C12)C1=NC2=CC=C(C=C2C(N1)=O)C1=CC=NN1C